C(C)(C)(C)OC(=O)N1C(C2(C1)CNC2)C2=C(C=NC=C2)CC2=C(C=C(C=C2)F)Cl (3-(2-chloro-4-fluorobenzyl)pyridin-4-yl)-2,6-diazaspiro[3.3]heptane-2-carboxylic acid tert-butyl ester